C(C1=CC=CC=C1)(=O)C=1C=C2C=CC=NC2=C(C1)C=1N=C(N(C1)CC)S(=O)(=O)N (6-benzoylquinolin-8-yl)-1-ethyl-1H-imidazole-2-sulfonamide